N-(4-fluorophenyl)-7,7-dimethyl-1-(4-(trifluoromethyl)benzyl)-4,5,6,7-tetrahydro-1H-pyrazolo[4,3-c]pyridine-3-carboxamide hydrochloride Cl.FC1=CC=C(C=C1)NC(=O)C1=NN(C2=C1CNCC2(C)C)CC2=CC=C(C=C2)C(F)(F)F